7-deazaxanthin N1C(=O)NC=2N=CCC2C1=O